methyl 2-chloro-5-[[5-(3,5-dichlorophenyl)-5-(trifluoromethyl)-4H-isoxazol-3-yl]-methyl-amino]benzoate ClC1=C(C(=O)OC)C=C(C=C1)N(C)C1=NOC(C1)(C(F)(F)F)C1=CC(=CC(=C1)Cl)Cl